N-(3-(4-(1H-pyrrolo[2,3-b]pyridin-5-yl)phenyl)propyl)-2-methylthiazole-5-carboxamide N1C=CC=2C1=NC=C(C2)C2=CC=C(C=C2)CCCNC(=O)C2=CN=C(S2)C